(2S,4R)-4-(pyrimidin-5-ylmethyl)pyrrolidine N1=CN=CC(=C1)C[C@@H]1CCNC1